COC=1C=C(C=CC1)NC(=O)C1=NN2C(N=C(C=C2C=2C=NNC2)N([C@@H](C)C2=CC=CC=C2)C)=C1 (S)-N-(3-methoxyphenyl)-5-(methyl(1-phenylethyl)amino)-7-(1H-pyrazol-4-yl)pyrazolo[1,5-a]pyrimidine-2-carboxamide